COC1=CC=CC=C1C1=CC=CC=C1OC (R or S)-6,6'-dimethoxy-1,1'-biphenyl